5-(1-(3,5-difluorophenyl)cyclopropyl)-2-fluorobenzonitrile FC=1C=C(C=C(C1)F)C1(CC1)C=1C=CC(=C(C#N)C1)F